(S)-7'-(3,5-difluorophenyl)-1-(2-methoxypyrimidin-4-yl)dihydro-1'H,3'H,5'H-spiro[piperidine-4,2'-pyrazolo[1,2-a]pyrazol]-1'-one FC=1C=C(C=C(C1)F)[C@@H]1CCN2N1C(C1(C2)CCN(CC1)C1=NC(=NC=C1)OC)=O